BrC=1C=CC(=C(C1)O)OC(F)(F)F 5-bromo-2-(trifluoromethoxy)phenol